(2R,3R)-2-(2-methoxyphenyl)-5-oxo-N-[(1s,4s)-4-{[6-chloro-2-(trifluoromethyl)quinolin-4-yl]amino}cyclohexyl]oxolane-3-carboxamide COC1=C(C=CC=C1)[C@@H]1OC(C[C@H]1C(=O)NC1CCC(CC1)NC1=CC(=NC2=CC=C(C=C12)Cl)C(F)(F)F)=O